1-benzyl-5-(2,4-dihydroxybenzylidene)-3-(4-ethylphenyl)-2-selenoxoimidazolidin-4-one C(C1=CC=CC=C1)N1C(N(C(C1=CC1=C(C=C(C=C1)O)O)=O)C1=CC=C(C=C1)CC)=[Se]